2-[(2-chloro-3-fluoro-benzoyl)amino]-4-[2-isopropoxyethyl-[4-(5,6,7,8-tetrahydro-1,8-naphthyridin-2-yl)butyl]amino]butanoic acid ClC1=C(C(=O)NC(C(=O)O)CCN(CCCCC2=NC=3NCCCC3C=C2)CCOC(C)C)C=CC=C1F